C(CC)C1=NC=CN=C1 propylpyrazin